N-methyl-N-(2,3,4,5,6-pentahydroxyhexyl)acetamide CN(C(C)=O)CC(C(C(C(CO)O)O)O)O